CC=CC(=O)OCCC[Si](OCC)(OCC)C (methyl)acryloxypropyl-methyl-diethoxysilane